ClC1=CC=C2C(N(C=NC2=C1)CC1(CCN(CC1)C(C[C@H](C)C1=CC=CC=C1)=O)O)=O (S)-7-chloro-3-((4-hydroxy-1-(3-phenylbutyryl)piperidin-4-yl)methyl)quinazolin-4(3H)-one